tert-Butyl (R)-(1-(5-(((3-amino-2,2-difluoropropyl)amino)methyl)-1H-benzo[d]imidazol-2-yl)-2-((1,1,1-trifluoro-2-methylpropan-2-yl)oxy)ethyl)carbamate NCC(CNCC1=CC2=C(NC(=N2)[C@H](COC(C(F)(F)F)(C)C)NC(OC(C)(C)C)=O)C=C1)(F)F